Pyrido[1,2-d][1,4]Oxazepan-10-carboxylic acid C1C=2N(CCOC1)CC=CC2C(=O)O